N1=CC(=CC=C1)C1=CC=C(C=C1)C(\C=C\C=1C=C2N=CC=NC2=CC1)=O (E)-1-(4-(pyridin-3-yl)phenyl)-3-(quinoxalin-6-yl)prop-2-en-1-one